bis(triphenylphosphoranyl)palladium C1(=CC=CC=C1)P(C1=CC=CC=C1)(C1=CC=CC=C1)[Pd]P(C1=CC=CC=C1)(C1=CC=CC=C1)C1=CC=CC=C1